fluoroketone FC(=O)F